ClC1=CC(=C(N=N1)N[C@H](C)C=1C=C(C=C2C(N(C(=NC12)N1CCOCC1)C)=O)C)C(=O)OC methyl 6-chloro-3-[[(1R)-1-(3,6-dimethyl-2-morpholino-4-oxo-quinazolin-8-yl)ethyl]amino]pyridazine-4-carboxylate